(Acetylamino)-2-deoxy-glucopyranose C(C)(=O)NC1(O)C[C@@H](O)[C@H](O)[C@H](O1)CO